1-(5-((3aS,4S,6aR)-2-oxohexahydro-1H-thieno[3,4-d]imidazol-4-yl)pentanamido)-3,6,9,12-tetraoxapentadecane-15-amide O=C1N[C@H]2[C@@H](N1)CS[C@H]2CCCCC(=O)NCCOCCOCCOCCOCCC(=O)N